N1(CCC2=CC=CC=C12)C(=O)[O-] 2,3-dihydro-1H-indole-1-carboxylate